C(C)(C)(C)OC(=O)N(C(OC(C)(C)C)=O)C[C@@H]1C[C@H](C1)N1N=C(C(=C1)C1C(CCCC1)OC)C1CC1 tert-butyl N-tert-butoxycarbonyl-N-((trans-3-(3-cyclopropyl-4-(2-methoxycyclohexyl)pyrazol-1-yl)cyclobutyl)methyl)carbamate